ClC1=C(C=CC=C1F)[C@@H]1N=C(NC(=C1C(=O)OCC)CN1CC([C@@H]2NOC[C@@H]21)(F)F)C=2SC=CN2 |o1:8| (R*)-ethyl 4-(2-chloro-3-fluorophenyl)-6-(((cis)-6,6-difluorotetrahydro-1H-pyrrolo[3,2-c]isoxazol-4(5H)-yl) methyl)-2-(thiazol-2-yl)-1,4-dihydropyrimidine-5-carboxylate